1-(4-cyanophenyl)-3-(4-methoxyphenyl)propane-1,3-dione boron difluoride [B](F)F.C(#N)C1=CC=C(C=C1)C(CC(=O)C1=CC=C(C=C1)OC)=O